BrC1=C(C=CC=2SC(=CC21)NC(OC(C)(C)C)=O)Cl tert-butyl (4-bromo-5-chlorobenzo[b]thiophen-2-yl)carbamate